N1C=NC2=C1C=CC=C2C=O 1H-BENZO[D]IMIDAZOLE-4-CARBALDEHYDE